(R)-(3-aminopiperidin-1-yl)(2-(((4-(4-morpholino-7H-pyrrolo[2,3-d]pyrimidin-6-yl)phenyl)amino)methyl)pyridin-4-yl)methanone N[C@H]1CN(CCC1)C(=O)C1=CC(=NC=C1)CNC1=CC=C(C=C1)C1=CC2=C(N=CN=C2N2CCOCC2)N1